C1(CC1)C=1N=C(C(=NC1C=1C2=C(C=NC1)N(C=N2)C)C(=O)N)NC=2C(=NN(C2)C[C@@H](CF)F)C |o1:29| 5-cyclopropyl-6-(3-methylimidazo[4,5-c]pyridin-7-yl)-3-[[3-methyl-1-[rel-(2S)-2,3-difluoropropyl]pyrazol-4-yl]amino]pyrazine-2-carboxamide